bis(2,6-difluorophenyl)iodonium trifluoromethanesulfonate FC(S(=O)(=O)[O-])(F)F.FC1=C(C(=CC=C1)F)[I+]C1=C(C=CC=C1F)F